6-bromo-8-methoxy-3,3-dimethyl-2H-imidazo[1,5-a]pyridine-1,5-dione BrC1=CC(=C2N(C1=O)C(NC2=O)(C)C)OC